OC=1C=CC=C(C1O)O 3,4,5-trihydroxybenzene